CN(C(=O)OC)[C@@H]1C(=NN(C1)C(=O)N[C@H](C)C=1C=NC(=CC1)C(F)(F)F)C1=CC=C(C=C1)OC (S)-4-(N-methyl-N-methoxycarbonylamino)-3-(4-methoxyphenyl)-N-((R)-1-(6-(trifluoromethyl)pyridin-3-yl)ethyl)-4,5-dihydro-1H-pyrazole-1-carboxamide